dianilinomethane N(C1=CC=CC=C1)CNC1=CC=CC=C1